3,7-dimethyl-6-octenyl 2-oxopentanoate O=C(C(=O)OCCC(CCC=C(C)C)C)CCC